(2s,4S)-2-((1R,5S,6S)-6-(3-Isopropylphenyl)-3-azabicyclo[3.1.0]hexan-3-carbonyl)-7-oxa-5-azaspiro[3.4]octan-6-on C(C)(C)C=1C=C(C=CC1)C1[C@@H]2CN(C[C@H]12)C(=O)C1CC2(C1)NC(OC2)=O